C1(CC(CCC1)C(=O)O)C(=O)O.C1(CC(CCC1)CO)CO 3-cyclohexanedimethanol 1,3-cyclohexanedicarboxylate